ClC=1C(=C(COC=2C(=NC=C(C2)C2=CC=CC=C2)N)C(=CC1)F)F 3-(3-chloro-2,6-difluoro-benzyloxy)-5-phenyl-pyridin-2-ylamine